(R)-1-(4-((4-((2-fluoro-4-((2-(3-hydroxypyrrolidin-1-yl)pyridin-4-yl)oxy)phenyl)amino)-7-methoxyquinazolin-6-yl)amino)piperidin-1-yl)prop-2-en-1-one FC1=C(C=CC(=C1)OC1=CC(=NC=C1)N1C[C@@H](CC1)O)NC1=NC=NC2=CC(=C(C=C12)NC1CCN(CC1)C(C=C)=O)OC